C1(=CC=CC=C1)C=1NNC(=NN1)C1=CC=CC=C1 3,6-diphenyl-1,2-dihydro-1,2,4,5-tetrazine